2-((tert-butyldiphenylsilyl)oxy)acetic acid chloride [Si](C1=CC=CC=C1)(C1=CC=CC=C1)(C(C)(C)C)OCC(=O)Cl